C1(=NC=CC2=CC=CC=C12)C1(CC=C(C=C1)N)N 1-(isoquinolin-1-yl)benzene-1,4-diamine